C[Si](C1=CC=CC=C1)C1=CC=CC=C1 methyldiphenyl-silicon